(2R,4R)-1-tert-butoxycarbonyl-4-[tert-butyl(dimethyl)silyl]oxy-pyrrolidine-2-carboxylic acid C(C)(C)(C)OC(=O)N1[C@H](C[C@H](C1)O[Si](C)(C)C(C)(C)C)C(=O)O